(S)-5-((4-methoxy-5-(1-methyl-1H-benzo[d][1,2,3]triazol-6-yl)-7H-pyrrolo[2,3-d]pyrimidin-2-yl)amino)-1-methylpiperidin-2-one COC=1C2=C(N=C(N1)N[C@H]1CCC(N(C1)C)=O)NC=C2C=2C=CC1=C(N(N=N1)C)C2